OC1=CC=C(C=C1)C1=C2C=CC(C(=C3C=CC(=C(C=4C=CC(=C(C5=CC=C1N5)C5=CC=C(C=C5)O)N4)C4=CC=C(C=C4)O)N3)C3=CC=C(C=C3)O)=N2 tetra(p-hydroxyphenyl)porphyrin